tert-butyl (5-chloro-2-formyl-3-methylthieno[3,2-b]pyridin-7-yl)(thiophen-2-ylmethyl)carbamate ClC1=CC(=C2C(=N1)C(=C(S2)C=O)C)N(C(OC(C)(C)C)=O)CC=2SC=CC2